ClC=1C2=C(C(N(C1)C1=CC(=CC=C1)C1(COC1)C1=NN=CN1C)=O)NC(=C2)CN2C[C@H](CCC2)C (S)-4-Chloro-6-(3-(3-(4-methyl-4H-1,2,4-triazol-3-yl)oxetan-3-yl)phenyl)-2-((3-methylpiperidin-1-yl)methyl)-1,6-dihydro-7H-pyrrolo[2,3-c]pyridin-7-one